9-(2-Chlorophenyl)-3-ethyl-13-(morpholine-4-carbonyl)-16-thia-2,4,5,8-tetraazatetracyclo[8.6.0.02,6.011,15]hexadeca-1(10),3,5,8,11(15)-pentaene ClC1=C(C=CC=C1)C1=NCC2=NN=C(N2C=2SC=3CC(CC3C12)C(=O)N1CCOCC1)CC